diethyl cyclohexane-1,2-dicarboxylate C1(C(CCCC1)C(=O)OCC)C(=O)OCC